N-(2-(4,4,5,5-tetramethyl-1,3,2-dioxaborolan-2-yl)-5-(trifluoromethyl)phenyl)methane-sulfonamide CC1(OB(OC1(C)C)C1=C(C=C(C=C1)C(F)(F)F)NS(=O)(=O)C)C